F[C@@H]1C[C@@H](NC1)C(=O)NC1=CC=C2C(=N1)C=CN2C(=O)OC(C)(C)C tert-Butyl 5-{[(4R)-4-fluoro-D-prolyl]amino}-1H-pyrrolo[3,2-b]pyridine-1-carboxylate